N1=CC=C2N1CCCC2N 4,5,6,7-tetrahydropyrazolo[1,5-a]pyridin-4-amine